C(C)(C)(C)C=1C=C(C=C(C1O)C(C)(C)C)CCC(=O)O 3-[3,5-di-tert-butyl-4-hydroxyphenyl]Propionic acid